8-(4-vinylbenzyloxy)-1,3,6-pyrenetrisulphonate C(=C)C1=CC=C(COC=2C=C(C=3C=CC4=C(C=C(C=5C=CC2C3C54)S(=O)(=O)[O-])S(=O)(=O)[O-])S(=O)(=O)[O-])C=C1